(9R,13S)-13-{4-[5-chloro-2-(3-methylphenyl)phenyl]-6-oxo-1,6-dihydropyrimidin-1-yl}-3,9-dimethyl-3,4,7,15-tetraazatricyclo[12.3.1.02,6]Octadeca-1(18),2(6),4,14,16-pentaen-8-one ClC=1C=CC(=C(C1)C=1N=CN(C(C1)=O)[C@H]1CCC[C@H](C(NC=2C=NN(C2C=2C=CN=C1C2)C)=O)C)C2=CC(=CC=C2)C